FC=1C=C(CNC(=O)C=2OC=C(N2)C2=NC(=NC=C2C)NC2=CC=NN2C)C=CC1 N-(3-fluorobenzyl)-4-(5-methyl-2-((1-methyl-1H-pyrazol-5-yl)amino)pyrimidin-4-yl)oxazole-2-carboxamide